6-oxohexyl 4-methylnonanoate CC(CCC(=O)OCCCCCC=O)CCCCC